CC(CCCC(OC)OC(CCCC(CC(CC(CC(CCC)C)C)C)C)OC)CC(CC(CC(CCC)C)C)C 4,6,8,10-tetramethyltridecylmethoxymethyl ether